(S)-1-(5-chloro-2-(3,4-dimethylpiperazin-1-yl)pyrimidin-4-yl)-N-(2-(imidazo[1,2-a]pyridin-3-yl)propan-2-yl)-N-methylazetidine-3-carboxamide ClC=1C(=NC(=NC1)N1C[C@@H](N(CC1)C)C)N1CC(C1)C(=O)N(C)C(C)(C)C1=CN=C2N1C=CC=C2